C(C)N1C(=C(C2=CC=CC=C12)C(=CC1(OC(=O)C2=CC=CC=C12)C1=CC=C(C=C1)N(CC)CC)C1=C(N(C2=CC=CC=C12)CC)C)C 3-[2,2-bis(1-ethyl-2-methylindol-3-yl)vinyl]-3-(4-diethylamino-phenyl)-phthalide